Di-methylsulfat COS(=O)(=O)OC